N-{5-[3-(4,4-difluorocyclohexyl)-1,2,4-oxadiazol-5-yl]-4,5,6,7-tetrahydro[1,3]thiazolo[5,4-c]pyridin-2-yl}-N'-[1-(hydroxymethyl)cyclopropyl]urea FC1(CCC(CC1)C1=NOC(=N1)N1CC2=C(CC1)N=C(S2)NC(=O)NC2(CC2)CO)F